BrC=1C=CC=2N(C1)C(=CN2)C(=O)OCC ethyl 6-bromoimidazo[1,2-a]pyridine-3-carboxylate